C1(CC1)OC1=C(N)C=CC(=C1)C(F)(F)F 2-cyclopropoxy-4-(trifluoromethyl)aniline